N1=C(SC=2CN(CCCC21)C(=O)OCC2=CC=CC=C2)C(=O)OCC 5-benzyl 2-ethyl 7,8-dihydro-4H-thiazolo[5,4-c]azepine-2,5(6H)-dicarboxylate